FC1=C(C=CC(=C1)C=1C=C(C=2N=C(N=CC2N1)N[C@@H]1CNC[C@@](C1)(C)CF)C(C)C)NS(=O)(=O)CC1=CC=CC=C1 N-(2-fluoro-4-(2-(((3S,5S)-5-(fluoro-methyl)-5-methylpiperidin-3-yl)amino)-8-isopropylpyrido[3,2-d]pyrimidin-6-yl)phenyl)-1-phenyl-methanesulfonamide